N1C(=CC=2C=NC=CC21)CNC(CN2C(=NC=C(C2=O)N[C@H]2CCC1=CC=CC=C21)C2=C(C=CC=C2)F)=O (S)-N-((1H-pyrrolo[3,2-c]pyridine-2-yl)methyl)-2-(5-((2,3-dihydro-1H-inden-1-yl)amino)-2-(2-fluorophenyl)-6-oxopyrimidin-1(6H)-yl)acetamide